N-((R)-1-(2-(4-methoxyphenyl)-3,6-dimethyl-4-oxo-3,4-dihydroquinolin-8-yl)ethyl)-2-methylpropane-2-sulfenamide COC1=CC=C(C=C1)C1=NC2=C(C=C(C=C2C(C1C)=O)C)[C@@H](C)NSC(C)(C)C